(2R)-2-(tert-butoxycarbonylamino)-3-phenylpropionic acid C(C)(C)(C)OC(=O)N[C@@H](C(=O)O)CC1=CC=CC=C1